CN1C2=CC=CC=C2C=2C=CC(=CC12)CCC1(CCCC=2C3=CC=CC=C3NC12)N (2-(9-methyl-9H-carbazol-2-yl)ethyl)-2,3,4,9-tetrahydro-1H-carbazol-1-amine